9-fluoro-7-(hydroxymethyl)-3,5-dihydrofuro[3,4-c]quinolin-4(1H)-one FC=1C=2C3=C(C(NC2C=C(C1)CO)=O)COC3